COC1=C2C(=NC=NC2=CC(=C1)OC)NC1=CC=C(C=C1)N N1-(5,7-dimethoxyquinazolin-4-yl)benzene-1,4-diamine